2-(3,5-bis(trifluoromethyl)-4-((1-methyl-1H-benzo[d]imidazol-6-yl)oxy)phenyl)-3,5-dioxo-2,3,4,5-tetrahydro-1,2,4-triazine-6-carbonitrile FC(C=1C=C(C=C(C1OC=1C=CC2=C(N(C=N2)C)C1)C(F)(F)F)N1N=C(C(NC1=O)=O)C#N)(F)F